C(C)(C)(C)C=1C=CN(N1)C1=CC(=C(C=C1)F)Cl 5-tert-butyl-2-(3-chloro-4-fluoro-phenyl)pyrazol